2-((R)-3-((S)-1-((2,5-bis(trifluoromethyl)pyrazolo[1,5-a]pyrimidin-7-yl)amino)-2-(4-fluorophenyl)propan-2-yl)pyrrolidin-1-yl)acetamide FC(C1=NN2C(N=C(C=C2NC[C@](C)(C2=CC=C(C=C2)F)[C@@H]2CN(CC2)CC(=O)N)C(F)(F)F)=C1)(F)F